4-chloro-6-(1-(fluoromethyl)cyclopropyl)-2-methylpyrido[3,4-d]pyridazine-1,7(2H,6H)-dione ClC1=NN(C(C=2C1=CN(C(C2)=O)C2(CC2)CF)=O)C